CS(=O)(=N)C1=NC=CC=C1 methyl-(2-pyridyl)sulfoximine